CC1=C(C=2N(C=C1C=1NC3=CC=C(C=C3C1C(C)C)OC1CCN(CC1)CC(=O)N(C)C)C=NN2)C 2-(4-((2-(7,8-Dimethyl-[1,2,4]triazolo[4,3-a]pyridin-6-yl)-3-isopropyl-1H-indol-5-yl)oxy)piperidin-1-yl)-N,N-dimethylacetamid